ClC1=C(SC(=C1)C)C(=O)N1C[C@H](CC1)C(=O)NC1=CC(=C(C(=C1)F)F)F (S)-1-(3-chloro-5-methylthiophene-2-carbonyl)-N-(3,4,5-trifluorophenyl)pyrrolidine-3-carboxamide